3-(methyl(3-(4-oxocyclohexyl)phenyl)amino)piperidine-2,6-dione CN(C1C(NC(CC1)=O)=O)C1=CC(=CC=C1)C1CCC(CC1)=O